C(C)C(C(F)(F)F)(F)OC(C(F)(F)F)(CC)F ethyl-1,2,2,2-tetrafluoroethyl ether